C(C)(C)(C)OC(=O)N1C(CNCC1)CC1=CC(=C(C=C1)[N+](=O)[O-])F (3-fluoro-4-nitrobenzyl)piperazine-1-carboxylic acid tert-butyl ester